α-pivaloyloxyisobutyrate C(C(C)(C)C)(=O)OC(C(=O)[O-])(C)C